BrC=1C=CC(=NC1)C1CCN(CC1)C1=CC(=C(C#N)C=C1)C(F)(F)F 4-(4-(5-bromopyridin-2-yl)piperidin-1-yl)-2-(trifluoromethyl)benzonitrile